8-amino-N-isopropyl-5-(4-(trifluoromethyl)phenyl)-2-naphthacenecarboxamide NC=1C=C2C=C3C(=C4C=CC(=CC4=CC3=CC2=CC1)C(=O)NC(C)C)C1=CC=C(C=C1)C(F)(F)F